FC(C(=O)OC(C)(C)C1CC(C(CC1)(C)O)[Se]C1=CC=CC=C1)(F)F (+)-2-(4-hydroxy-4-methyl-3-(phenylselanyl)cyclohexyl)propan-2-yl 2,2,2-trifluoroacetate